tert-Butyl (2R,4R)-2-methyl-4-((5-(methylcarbamoyl)-1H-pyrrolo[2,3-b]pyridin-4-yl)amino)piperidine-1-carboxylate C[C@H]1N(CC[C@H](C1)NC1=C2C(=NC=C1C(NC)=O)NC=C2)C(=O)OC(C)(C)C